CN(/C=C/C1=NC(=NC=C1C(=O)NC1CCC(CC1)NC(OC(C)(C)C)=O)C1=CC2=CN(N=C2C(=C1OCOC)C)C)C tert-butyl ((1r,4r)-4-(4-((E)-2-(dimethylamino)vinyl)-2-(6-(methoxymethoxy)-2,7-dimethyl-2H-indazol-5-yl)pyrimidine-5-carboxamido)cyclohexyl)carbamate